C(C)(C)(C)OC(=O)N1CCC(CC1)C=1N(C2=CC=CC(=C2C1C1=CC=C(C=C1)C(=O)OC)OCC1=CC=CC=C1)C1=CC=C(C=C1)F 4-[4-benzyloxy-1-(4-fluorophenyl)-3-(4-methoxycarbonylphenyl)indol-2-yl]Piperidine-1-carboxylic acid tert-butyl ester